(R)-N-(2-(2-(3-Chloro-4-((3,5-Difluoropyridin-2-yl)methoxy-d2)-5',6-dimethyl-2-carbonyl-2H-[1,4'-bipyridyl]-2'-yl)thiazol-4-yl)propan-2-yl)acetamide ClC=1C(N(C(=CC1OC([2H])([2H])C1=NC=C(C=C1F)F)C)C1=CC(=NC=C1C)C=1SC=C(N1)C(C)(C)NC(C)=O)=C=O